trans-2-((4-(4-(4-Chlorophenyl)-5-(methylsulfonyl)-4H-1,2,4-triazol-3-yl)cyclohexyl)oxy)pyridin ClC1=CC=C(C=C1)N1C(=NN=C1S(=O)(=O)C)[C@@H]1CC[C@H](CC1)OC1=NC=CC=C1